3-[4-(1-methyl-1H-indazole-4-sulfonyl)phenyl]-1-(pyridin-3-ylmethyl)urea CN1N=CC=2C(=CC=CC12)S(=O)(=O)C1=CC=C(C=C1)NC(NCC=1C=NC=CC1)=O